CSC1=C(C=CC=C1)S(SC1=CCOC(=C1)C1=C(C=CC=C1)SC)C1=CC(OC(=C1)C1=C(C=CC=C1)SC)C1=C(C=CC=C1)SC 2,2',6,6'-tetrakis(2-methylthiophenyl)-4,4'-dithiodipyran